C(C=C)(=O)N1CC(C1)(C1=C(C(=CC=C1F)Cl)Cl)NC1=CC=C2C=CN(C(C2=C1)=O)C 7-((1-acryloyl-3-(2,3-dichloro-6-fluorophenyl)azetidin-3-yl)amino)-2-methylisoquinolin-1(2H)-one